ClC=1C=C(C=CC1)C#C\C=C/1\C(CN(CC1)C(=O)OC1=CC(=NC=C1)C)(C)C 2-methylpyridin-4-yl (4E)-4-[3-(3-chlorophenyl)prop-2-yn-1-ylidene]-3,3-dimethylpiperidine-1-carboxylate